C(CC)S(=O)(=O)C1=NC=C2NC(N(C2=N1)CC1=CC=C(C=C1)C)=O 2-propylsulfonyl-9-(p-tolylmethyl)-7H-purin-8-one